COCCN1C(N(C2=C1C=CC(=C2)S(=O)(=O)NC2(CC2)C)C=2OC(=NN2)C)=O 1-(2-methoxyethyl)-N-(1-methylcyclopropyl)-3-(5-methyl-1,3,4-oxadiazol-2-yl)-2-oxo-benzimidazole-5-sulfonamide